N[Co](N)Cl diaminocobalt (III) chloride